NCCCNC(C)NCCCN bis-(3-aminopropylamino)ethane